C(C)(C)(C)N(C([O-])=O)C=1N=CC2=C(C=C(C=C2C1)Br)Cl.C(CCCCCCCCCCC)C1=CC=C(C=C1)[I+]C1=CC=C(C=C1)CCCCCCCCCCC (4-dodecylphenyl)(4-undecylphenyl)iodonium tert-butyl-(6-bromo-8-chloroisoquinolin-3-yl)carbamate